C1(=CC=CC2=CC=CC=C12)C(=O)N1CCN(CC1)C1=CC=C(C=C1)C(F)(F)F naphthalen-1-yl-(4-(4-(trifluoromethyl)phenyl)piperazin-1-yl)methanone